COC([C@H](C[C@H]1C(NCC1)=O)NC(=O)[C@H]1N(C[C@@H](C1)C)C(=O)C=1NC2=CC=CC(=C2C1)OC)=O.ClCC1CCCCC1 trans-4-(chloromethyl)cyclohexane methyl-(2S)-2-[[(2S,4R)-1-(4-methoxy-1H-indole-2-carbonyl)-4-methyl-pyrrolidine-2-carbonyl]amino]-3-[(3S)-2-oxopyrrolidin-3-yl]propanoate